trans-3-(3-cyclopropyl-4-(1-methyl-1H-pyrazolo[4,3-c]pyridin-6-yl)-1H-pyrazol-1-yl)cyclobutane-1-carbaldehyde C1(CC1)C1=NN(C=C1C1=CC2=C(C=N1)C=NN2C)[C@@H]2C[C@H](C2)C=O